2-Pentylheptyl (tert-butoxycarbonyl)-L-phenylalaninate C(C)(C)(C)OC(=O)N[C@@H](CC1=CC=CC=C1)C(=O)OCC(CCCCC)CCCCC